C(CCC=C)C(C(=O)O)=C.C(C=C)(=O)OC=CCCC pentenyl acrylate (Pent-4-en-1-yl acrylate)